N-[5-[2-methyl-4-[[(3R)-pyrrolidin-3-yl]oxymethyl]pyrazol-3-yl]pyrazolo[1,5-a]pyridin-2-yl]cyclopropanecarboxamide CN1N=CC(=C1C1=CC=2N(C=C1)N=C(C2)NC(=O)C2CC2)CO[C@H]2CNCC2